[Si](C)(C)(C(C)(C)C)O[C@H]1[C@@H](O[C@@H]([C@H]1OC=C)CO[Si](C)(C)C(C)(C)C)N1C(N=C(C=C1)NC(C1=CC=CC=C1)=O)=O N-(1-((2R,3R,4R,5R)-3-((tert-butyldimethylsilyl)oxy)-5-(((tert-butyldimethylsilyl)oxy)methyl)-4-(vinyloxy)tetrahydrofuran-2-yl)-2-oxo-1,2-dihydropyrimidin-4-yl)benzamide